1-[(1-ethyl-1H-pyrazol-4-yl)(1-methylpiperidin-4-yl)sulfamoyl]-3-(1,2,3,5,6,7-hexahydro-s-indacen-4-yl)urea sodium salt [Na].C(C)N1N=CC(=C1)N(S(=O)(=O)NC(=O)NC1=C2CCCC2=CC=2CCCC12)C1CCN(CC1)C